2-iso-propylamino-2,4,6,8,10-pentamethylcyclopentasiloxane C(C)(C)N[Si]1(O[SiH](O[SiH](O[SiH](O[SiH](O1)C)C)C)C)C